tert-Butyl (S)-(1-(2-chloro-4-((furan-2-ylmethyl)amino)-7-(mesitylsulfonyl)-5-methyl-7H-pyrrolo[2,3-d]pyrimidin-6-yl)propan-2-yl)carbamate ClC=1N=C(C2=C(N1)N(C(=C2C)C[C@H](C)NC(OC(C)(C)C)=O)S(=O)(=O)C2=C(C=C(C=C2C)C)C)NCC=2OC=CC2